ClCC(C[C@@]1(N(C[C@H](C1)O)C(=O)OC(C)(C)C)C(=O)OC)=C 1-(tert-butyl) 2-methyl (2S,4S)-2-(2-(chloromethyl)allyl)-4-hydroxy-pyrrolidine-1,2-dicarboxylate